7-bromo-2,2,3,3,6-pentafluoro-2,3-dihydro-1H-inden-1-ol BrC=1C(=CC=C2C(C(C(C12)O)(F)F)(F)F)F